ClC1=C(C=CC=C1Cl)C=1C=2N(C(=NC1C)N1CCC3(CC1)OC1=C([C@H]3N[S@](=O)C(C)(C)C)C=CC=C1)C=CN2 (R)-N-((R)-1'-(8-(2,3-dichlorophenyl)-7-methylimidazo[1,2-c]pyrimidin-5-yl)-3H-spiro[benzofuran-2,4'-piperidin]-3-yl)-2-methylpropan-2-sulfinamide